3-(2-chlorophenyl)-5-methyl-N-(3-chloro-4-fluorophenyl)isoxazole-4-carboxamide ClC1=C(C=CC=C1)C1=NOC(=C1C(=O)NC1=CC(=C(C=C1)F)Cl)C